CN1C(CN=C(C2=C1C=CC(=C2)[N+](=O)[O-])C2=C(C=CC=C2)SCCC(C)=O)=O 1-methyl-7-nitro-5-{2-[(3-oxobutyl)sulfanyl]phenyl}-1,3-dihydro-2H-1,4-benzodiazepin-2-one